5-[7-chloro-4-(3,3-difluoro-4,4-dimethyl-pyrrolidin-1-yl)pyrazolo[4,3-c]pyridin-2-yl]-1H-pyrimidine-2,4-dione ClC=1C=2C(C(=NC1)N1CC(C(C1)(C)C)(F)F)=CN(N2)C=2C(NC(NC2)=O)=O